FC(C1=C(OC2=CC=C(C=C2)OC2=C(C=C(C=C2)N)C(F)(F)F)C=CC(=C1)N)(F)F 1,4-bis(2'-trifluoromethyl-4'-aminophenoxy)benzene